(3-ethyl-4-methylphenyl)-1,2-ethanediol C(C)C=1C=C(C=CC1C)C(CO)O